hexadecoxydiaminobenzene C(CCCCCCCCCCCCCCC)OC=1C(=C(C=CC1)N)N